[4-[(3S)-4-[(1R)-2-methoxy-1-[4-(trifluoromethyl)phenyl]ethyl]-3-methylpiperazin-1-yl]-4-methylpiperidin-1-yl]methanone COC[C@@H](C1=CC=C(C=C1)C(F)(F)F)N1[C@H](CN(CC1)C1(CCN(CC1)C=O)C)C